(2S,3S,4S,5R)-4-[[4-Cyclopropyl-3-(3,4-Difluoro-2-methoxy-phenyl)-5-methyl-5-(trifluoromethyl)tetrahydrofuran-2-carbonyl]amino]pyridin-2-carboxamid C1(CC1)[C@H]1[C@H]([C@H](O[C@]1(C(F)(F)F)C)C(=O)NC1=CC(=NC=C1)C(=O)N)C1=C(C(=C(C=C1)F)F)OC